BrC(C(=O)OCC)C1=C(C=CC(=C1)CC1(CC1)OC)OC ethyl 2-bromo-2-(2-methoxy-5-((1-methoxycyclopropyl)methyl)phenyl)acetate